COC1=CC=C(C=N1)C1=CNC2=NC=C(C=C21)C=2C=NN(C2)C2CCN(CC2)C 3-(6-methoxypyridin-3-yl)-5-(1-(1-methylpiperidin-4-yl)-1H-pyrazol-4-yl)-1H-pyrrolo[2,3-b]pyridine